C(C)(C)(C)N=[Nb]C(C1(C=CC=C1)C)C1(C=CC=C1)C tert-butylimino-bis(methylcyclopentadienyl)methylniobium